CC1=CN=CC=C1 β-methylpyridine